[Si](C)(C)(C(C)(C)C)OC1=CC=CC=2N(C(N(C21)C)=O)C2C(NC(CC2)=O)=O 3-(4-((tert-Butyldimethylsilyl)oxy)-3-methyl-2-oxo-2,3-dihydro-1H-benzo[d]imidazol-1-yl)piperidine-2,6-dione